C1(=CC=CC=C1)C1(C=CC2=C(O1)C=1C=3C=CC=C(C3C=CC1C1=C2C(C=2C=C(C=CC21)C(F)(F)F)(C)C)OCCCC)C2=CC=C(C=C2)N2CCOCC2 6-phenyl-6-(4-morpholinylphenyl)-9,9-dimethyl-1-butoxy-11-trifluoromethyl-6H,9H-indeno[2',3':2,1]phenanthro[4,3-b]pyran